C(C)[C@H]1C([C@H]2[C@@H]3CC[C@H]([C@@H](CCC)C)[C@]3(CC[C@@H]2[C@]2(CCC(C[C@@H]12)=O)C)C)=O (5β,6α)-6-ethyl-3,7-dioxo-cholan